(R)-N-(2-(2-methoxyphenyl)propan-2-yl)-2-methyl-3-(pyrrolidin-1-yl)propanamide diethyl-2-(3,3,3-trifluoropropyl)-3-methylsuccinate C(C)OC(C(C(C(=O)OCC)C)CCC(F)(F)F)=O.COC1=C(C=CC=C1)C(C)(C)NC([C@@H](CN1CCCC1)C)=O